1-(6-bromo-3-pyridinyl)-4,4,4-trifluoro-butane-1,3-dione BrC1=CC=C(C=N1)C(CC(C(F)(F)F)=O)=O